NC1C2=CC=CC=C2CC12CCN(CC2)C=2C(=NC(=CN2)C=CC2CC2)CO (3-(1-amino-1,3-dihydrospiro[indene-2,4'-piperidin]-1'-yl)-6-(2-cyclopropylvinyl)pyrazin-2-yl)methanol